2-amino-3-methyl-N-((1R)-1-((3R)-tetrahydro-3-furanyl)ethyl)-N-((5-(trifluoromethyl)-2-pyridinyl)methyl)-6-quinolinecarboxamide NC1=NC2=CC=C(C=C2C=C1C)C(=O)N(CC1=NC=C(C=C1)C(F)(F)F)[C@H](C)[C@@H]1COCC1